4-((6-(2-hydroxy-6-methyl-4-(trifluoromethyl)phenyl)-2H-pyrazolo[3,4-b]pyrazin-2-yl)methyl)pyrrolidin-2-one OC1=C(C(=CC(=C1)C(F)(F)F)C)C=1C=NC=2C(N1)=NN(C2)CC2CC(NC2)=O